ClC(C1=NC(=NO1)C1=CC=C(CNC=2C(C(C2NCCC(F)(F)F)=O)=O)C=C1)(F)F 3-((4-(5-(chlorodifluoromethyl)-1,2,4-oxadiazol-3-yl)benzyl)amino)-4-((3,3,3-trifluoropropyl)amino)cyclobut-3-ene-1,2-dione